1-{2-[(2R)-2-methyl-5-oxopiperazin-1-yl]Pyrimidin-5-yl}urea C[C@H]1N(CC(NC1)=O)C1=NC=C(C=N1)NC(=O)N